O(C1=CC=CC=C1)C1=CC=C(C=C1)C=1C[C@@H]2[C@@H](CN(C2)C(=O)OC(C)(C)C)C1 tert-butyl (3aR,6aS)-5-(4-phenoxyphenyl)-3,3a,4,6a-tetrahydrocyclopenta[c]pyrrole-2(1H)-carboxylate